4-anilinobenzonitrile N(C1=CC=CC=C1)C1=CC=C(C#N)C=C1